tertbutyl (1S,4S,5R)-5-iodo-2-azabicyclo[2.2.1]heptane-2-carboxylate I[C@H]1[C@@H]2CN([C@H](C1)C2)C(=O)OC(C)(C)C